C(C)S(=O)(=O)C=1C(=NC=C(C1)C1=CC=C(C=C1)F)C=1N=C2CSC3=C(N2C1)C=CC=C3C(F)(F)F 2-[3-ethylsulfonyl-5-(4-fluorophenyl)-2-pyridinyl]-6-(trifluoromethyl)-4H-imidazo[2,1-c][1,4]Benzothiazine